C[Si](C1=CC=C(C=C1)C=C)(C)C trimethyl-(4-vinylphenyl)silane